Cl.ClC1=CC=C(C=C1)C1(CCNCC1)C 4-(4-chlorophenyl)-4-methylpiperidine hydrochloride